N-(6-chloro-3-iodopyridin-2-yl)-4-nitro-N-(4-nitrobenzoyl)benzamide ClC1=CC=C(C(=N1)N(C(C1=CC=C(C=C1)[N+](=O)[O-])=O)C(C1=CC=C(C=C1)[N+](=O)[O-])=O)I